COC1=CC=C(C=N1)C1COC2=C(O1)C=CC(=C2)C(C)=NO 1-(2-(6-methoxypyridin-3-yl)-2,3-dihydrobenzo[b][1,4]dioxin-6-yl)ethanone oxime